1-(2,6-difluorophenyl)-N-(4-(hexahydropyrrolo[3,4-c]pyrrol-2(1H)-yl)-1,2-dimethyl-1H-benzo[d]imidazol-5-yl)-6-oxo-1,6-dihydropyridazine-3-carboxamide FC1=C(C(=CC=C1)F)N1N=C(C=CC1=O)C(=O)NC1=C(C2=C(N(C(=N2)C)C)C=C1)N1CC2CNCC2C1